O=C1N(C(C2=CC=CC=C12)=O)C(C(=O)OC)CCCC(=O)[O-] methyl 1,3-dioxoisoindol-2-yladipate